ClC=1C=C(C(=O)OC)C=CC1C1C(NC(CC1)=O)=O Methyl 3-chloro-4-(2,6-dioxopiperidin-3-yl)benzoate